5-(2-chloro-5-methoxyphenyl)-1-(2,2-difluoroethyl)-6-(2,6-difluorophenyl)pyridin-2(1H)-one ClC1=C(C=C(C=C1)OC)C=1C=CC(N(C1C1=C(C=CC=C1F)F)CC(F)F)=O